3-((2-cyclopentenyl)oxycarbonylmethylthio)propyltrimethoxysilane C1(C=CCC1)OC(=O)CSCCC[Si](OC)(OC)OC